(2-(3-oxa-8-azabicyclo[3.2.1]octane-8-yl)benzyl)-2-(9-(pyridin-2-yl)-6-oxaspiro[4.5]decane-9-yl)ethylamine C12COCC(CC1)N2C2=C(CNCCC1(CCOC3(CCCC3)C1)C1=NC=CC=C1)C=CC=C2